methyl 3-fluoro-4-[4-(trifluoromethyl)pyrazol-1-yl]benzoate FC=1C=C(C(=O)OC)C=CC1N1N=CC(=C1)C(F)(F)F